3,3'-dihydroxy-4,5'-dimethoxybibenzyl tert-butyl-1-(hydroxymethyl)-1,2,3,4-tetrahydroisoquinoline-2-carboxylate C(C)(C)(C)OC(=O)N1C(C2=CC=CC=C2CC1)CO.OC=1C=C(C=CC1OC)CCC1=CC(=CC(=C1)OC)O